FC1=C(C(=C2C=CNC2=C1F)S(=O)(=O)C)OC=1C=CC(=C(C1)C=1NC=C(N1)C1(CCOC2=C(C=CC=C12)SC(C(=O)O)C)C)F 2-[4-[2-[5-[(6,7-difluoro-4-methylsulfonyl-1H-indol-5-yl)oxy]-2-fluoro-phenyl]-1H-imidazol-4-yl]-4-methyl-chroman-8-yl]sulfanylpropanoic acid